3-chloro-5-(difluoromethoxy)-N-[(1S)-1-[2-(1-methyl-6-oxo-pyridazin-3-yl)-1,2,4-triazol-3-yl]ethyl]benzamide ClC=1C=C(C(=O)N[C@@H](C)C=2N(N=CN2)C2=NN(C(C=C2)=O)C)C=C(C1)OC(F)F